CC(C#N)(C(C(C#N)C)C)C 2,2,3,4-tetramethyl-glutaronitrile